(3R,4R)-3-fluoro-4-[3-[5-(methoxymethoxy)-2-methyl-1,3-benzothiazol-6-yl]-5,6-dihydropyrrolo[2,3-C]pyridazin-7-yl]-2,2-dimethyl-piperidine-1-carboxylic acid benzyl ester C(C1=CC=CC=C1)OC(=O)N1C([C@@H]([C@@H](CC1)N1CCC2=C1N=NC(=C2)C2=CC1=C(N=C(S1)C)C=C2OCOC)F)(C)C